(5,5-dioxido-1,4,6,7-tetrahydrothiopyrano[4,3-c]pyrazol-3-yl)(4-(2-(trifluoromethyl)phenyl)piperidin-1-yl)methanone O=S1(CC2=C(NN=C2C(=O)N2CCC(CC2)C2=C(C=CC=C2)C(F)(F)F)CC1)=O